(4-formyl-3-methoxyphenyl)boronic acid C(=O)C1=C(C=C(C=C1)B(O)O)OC